2-[(4-bromo-2-chloro-imidazol-1-yl)methoxy]ethyl-trimethyl-silane BrC=1N=C(N(C1)COCC[Si](C)(C)C)Cl